1-[3-(difluoromethoxy)phenyl]-3,3-dimethyl-N-[(3R)-(3-methyl-1,1-dioxo-thiolan-3-yl)]-2-oxo-indoline-5-carboxamide FC(OC=1C=C(C=CC1)N1C(C(C2=CC(=CC=C12)C(=O)N[C@]1(CS(CC1)(=O)=O)C)(C)C)=O)F